3-((S)-3-((R)-8-(4-ethoxy-4'-((isopropylamino)methyl)biphenyl-3-ylsulfonyl)-1-oxa-8-azaspiro[4.5]dec-3-ylamino)-2-hydroxypropoxy)-N-methylbenzenesulfonamide C(C)OC1=C(C=C(C=C1)C1=CC=C(C=C1)CNC(C)C)S(=O)(=O)N1CCC2(C[C@H](CO2)NC[C@@H](COC=2C=C(C=CC2)S(=O)(=O)NC)O)CC1